3-isopropyl-1-methyl-N-((1-methyl-1H-1,2,4-triazol-3-yl)methyl)-6-(4-methylthiazol-5-yl)-1H-pyrazolo[3,4-b]Pyridin-4-amine C(C)(C)C1=NN(C=2N=C(C=C(C21)NCC2=NN(C=N2)C)C2=C(N=CS2)C)C